1-((S)-3-((4-((2,5-difluoro-4-(((R)-tetrahydrofuran-3-yl)methoxy)phenyl)amino)-pyrido[3,2-d]pyrimidin-6-yl)oxy)pyrrolidin-1-yl)prop-2-en-1-one FC1=C(C=C(C(=C1)OC[C@H]1COCC1)F)NC=1C2=C(N=CN1)C=CC(=N2)O[C@@H]2CN(CC2)C(C=C)=O